C[C@@H]1C[C@@H](CNC1)NC(OC(C)(C)C)=O tert-butyl (3S,5R)-5-methylpiperidin-3-ylcarbamate